1-[9-[(2R,4R,5R)-5-[[bis(4-methoxyphenyl)-phenyl-methoxy]methyl]-4-hydroxy-tetrahydrofuran-2-yl]-8-oxo-7H-purin-6-yl]-3-methyl-urea COC1=CC=C(C=C1)C(OC[C@@H]1[C@@H](C[C@@H](O1)N1C2=NC=NC(=C2NC1=O)NC(=O)NC)O)(C1=CC=CC=C1)C1=CC=C(C=C1)OC